N-[1-[5-(1H-pyrazol-4-yl)-1,3,4-oxadiazol-2-yl]-3-bicyclo[1.1.1]pentanoyl]-2-[3-(trifluoromethoxy)cyclobutoxy]acetamide N1N=CC(=C1)C1=NN=C(O1)C12CC(C1)(C2)C(=O)NC(COC2CC(C2)OC(F)(F)F)=O